(tert-butyloxycarbonyl)-D-leucyl-L-prolyl-[(4-carbamimidoyl)benzyl]amide C(C)(C)(C)OC(=O)N[C@H](CC(C)C)C(=O)N1[C@@H](CCC1)C(=O)[N-]CC1=CC=C(C=C1)C(N)=N